C(C)OC(C(C1CCCC1)I)=O 2-iodo-2-cyclopentyl-acetic acid ethyl ester